(1s,3s)-3-((5-(1-(2,2-difluoroethyl)-4-fluoro-2-methyl-1H-benzo[d]imidazol-6-yl)-7H-pyrrolo[2,3-d]pyrimidin-2-yl)amino)-N,N,1-trimethylcyclobutane-1-carboxamide FC(CN1C(=NC2=C1C=C(C=C2F)C2=CNC=1N=C(N=CC12)NC1CC(C1)(C(=O)N(C)C)C)C)F